NC1=NC=NN2C1=C(C=C2C=2C=C(C(=NC2)OC)C(=O)NC2CN(CC2F)CC2CCC2)C(F)(F)F 5-[4-amino-5-(trifluoromethyl)pyrrolo[2,1-f][1,2,4]triazin-7-yl]-N-[1-(cyclobutylmethyl)-4-fluoropyrrolidin-3-yl]-2-methoxypyridine-3-carboxamide